[Cu+2].C(C)P([O-])([O-])=O ethylphosphonate copper